NC1=NC(=C(C=C1C=1C=C2C=CNC(C2=C(C1)F)=O)C1=CC=C(C=C1)N1CCN(CC1)CC)F 6-(2-amino-5-(4-(4-ethylpiperazin-1-yl)phenyl)-6-fluoropyridin-3-yl)-8-fluoroisoquinolin-1(2H)-one